2-(N-methyl-N-phenylsulfamoyl)-N-(4-(pyrrolidin-1-ylsulfonyl)phenyl)benzamide CN(S(=O)(=O)C1=C(C(=O)NC2=CC=C(C=C2)S(=O)(=O)N2CCCC2)C=CC=C1)C1=CC=CC=C1